9-(3-(3-(3,4-bis(trifluoromethyl)phenyl)ureido)propoxy)nonanoic acid FC(C=1C=C(C=CC1C(F)(F)F)NC(NCCCOCCCCCCCCC(=O)O)=O)(F)F